2-(N-PROPYLFORMAMIDO)ACETIC ACID C(CC)N(C=O)CC(=O)O